ClC1=CC=C2C(=NC(NC2=C1)=O)N(C1=CC(=CC=C1)C#CC1(CC1)C(F)(F)F)CC(F)(F)F 7-chloro-4-[N-(2,2,2-trifluoroethyl)-3-[2-[1-(trifluoromethyl)cyclopropyl]ethynyl]anilino]-1H-quinazolin-2-one